tert-butyl (S,E)-2-(4-ethoxy-4-oxobut-2-en-1-yl)piperidine-1-carboxylate C(C)OC(/C=C/C[C@H]1N(CCCC1)C(=O)OC(C)(C)C)=O